ClC=1C(=NC=C(N1)N1CC2(COC2)CC1)C#N 3-chloro-5-(2-oxa-6-azaspiro[3.4]octane-6-yl)pyrazine-2-carbonitrile